OC1=C(C(=CC(=C1)C(F)(F)F)C)C1=NC=2C(=NC=C(N2)N2CCC(CC2)O)N1C 1-[2-[2-hydroxy-6-methyl-4-(trifluoromethyl)phenyl]-1-methyl-imidazo[4,5-b]pyrazin-5-yl]piperidin-4-ol